ClC1=C(C=CC(=C1)C(F)(F)F)NC(CN1C=2N(C(C(=C1CC)N1CCNCC1)=O)N=C(N2)N2CCC1(COC1)CC2)=O N-(2-chloro-4-(trifluoromethyl)phenyl)-2-(5-ethyl-7-oxo-6-(piperazin-1-yl)-2-(2-oxa-7-azaspiro[3.5]non-7-yl)-[1,2,4]triazolo[1,5-a]pyrimidin-4(7H)-yl)acetamide